azolo[1,5-a]pyrazine-2-carboxamide C1C=2N(C=CN1C(=O)N)C=CC2